C1(CC1)C=1NC(C=CC1N1CN(C2=CC(=CC=C2C1=O)C(F)(F)F)C1=C(C=C(C=C1)F)C)=O 3-(2-cyclopropyl-6-oxo-1,6-dihydropyridin-3-yl)-1-(4-fluoro-2-methylphenyl)-7-(trifluoromethyl)-2,3-dihydroquinazolin-4(1H)-one